C(#N)C1=C(C=CC(=C1OC=1C=C2C(N(C=NC2=CC1)C)=O)F)[N-]S(=O)(=O)N1C[C@@H](CC1)F |r| [2-cyano-4-fluoro-3-(3-methyl-4-oxo-quinazolin-6-yl)oxy-phenyl]-[rac-(3R)-3-fluoropyrrolidin-1-yl]sulfonyl-azanide